ClC1=NC=C2C=C([N+](=CC2=C1)[O-])C1=CC(=CC(=C1)OC)OC 7-chloro-3-(3,5-dimethoxyphenyl)-2,6-naphthyridine 2-oxide